8-ethyl-7-fluoro-3-hydroxynaphthalon C(C)C=1C(=CC=C2C=C(CC(C12)=O)O)F